ClC(=C(C=O)C)C1=CC(=C(C=C1)C1=CC=CC=C1)F 3-CHLORO-3-(Z-FLUORO[1,1'-BIPHENYL]-4-YL)-2-METHYLACRYLALDEHYDE